(R)-1-(4-(4-fluorophenyl)-3,4-Dihydroquinoxalin-1(2H)-yl)-3-((1-methylpyrrolidin-3-yl)amino)propan-1-one FC1=CC=C(C=C1)N1CCN(C2=CC=CC=C12)C(CCN[C@H]1CN(CC1)C)=O